bis(2-mercaptoethylthio)methane SCCSCSCCS